(S)-4-(morpholin-3-ylmethyl)phenol N1[C@H](COCC1)CC1=CC=C(C=C1)O